bis(2-methoxy-4-methylphenyl) phenylphosphite C1(=CC=CC=C1)P(OC1=C(C=C(C=C1)C)OC)(OC1=C(C=C(C=C1)C)OC)[O-]